3,5-difluoro-4-[5-hydroxy-3-(trifluoromethyl)pyrazol-1-yl]benzonitrile FC=1C=C(C#N)C=C(C1N1N=C(C=C1O)C(F)(F)F)F